1-(2-hydroxy-3-methyl-phenyl)-1-(3-methyl-4-hydroxyphenyl)pentadecane OC1=C(C=CC=C1C)C(CCCCCCCCCCCCCC)C1=CC(=C(C=C1)O)C